4-nitronaphthyridine [N+](=O)([O-])C1=CC=NC2=NC=CC=C12